C1(CC1)C=1C=C(C=2N(C1)C=C(N2)CNC2=CC(=NC=N2)NC(=O)[C@@H]2[C@H](C2)C2=NC(=CC=C2)C)N2C(N(C(C2)=O)C)=O |r| rac-(1S*,2S*)-N-(6-(((6-cyclopropyl-8-(3-methyl-2,4-dioxoimidazolidin-1-yl)imidazo[1,2-a]pyridin-2-yl)methyl)amino)pyrimidin-4-yl)-2-(6-methylpyridin-2-yl)cyclopropane-1-carboxamide